S1N=C(C2=C1C=CC=C2)N2CCN(CC2)CCN2N=CN1C(C2=O)=CC=C1 2-[2-(4-benzo[d]isothiazol-3-yl-piperazin-1-yl)-ethyl]-2H-pyrrolo[1,2-d][1,2,4]triazin-1-one